ClC=1C=C(CN(C(C)=O)C2=CC=C(C=C2)C=2C=NC=CC2)C=CC1C N-(3-chloro-4-methylbenzyl)-N-(4-(pyridin-3-yl)phenyl)acetamide